C(C)(=O)OC(C)(C1=NC=2C(=NC=CC2C2CCN(CC2)C(C2=CC=C(C=C2)S(F)(F)(F)(F)F)=O)N1)C [1-methyl-1-[7-[1-[4-(pentafluoro-lambda6-sulfanyl)benzoyl]-4-piperidyl]-3H-imidazo[4,5-b]pyridin-2-yl] ethyl] acetate